N1CCCC[C@]12CN(CCC2)C2=C1C(=NC=C2)NC=C1C=1SC=CN1 2-[4-[(6S)-1,8-diazaspiro[5.5]undecan-8-yl]-1H-pyrrolo[2,3-b]pyridin-3-yl]thiazole